ethyl 3-(4-fluorophenyl)-3-oxopropionate FC1=CC=C(C=C1)C(CC(=O)OCC)=O